1-methyl-1-(naphthalene-1-yl)silacyclobutane C[Si]1(CCC1)C1=CC=CC2=CC=CC=C12